N[C@H]1[C@@H](CCCC1)C1=C(C2=NC(=CC(=C2S1)NCC=1SC=CC1)Cl)C(F)(F)F 2-((1R,2R)-2-aminocyclohexyl)-5-chloro-N-(thiophen-2-ylmethyl)-3-(trifluoromethyl)thieno[3,2-b]pyridin-7-amine